tert-butyl 4-(6-((6-fluorobenzofuran-5-yl)methoxy)pyridin-2-yl)piperidine-1-carboxylate FC1=CC2=C(C=CO2)C=C1COC1=CC=CC(=N1)C1CCN(CC1)C(=O)OC(C)(C)C